tert-butyl 3-(7-(2-((tert-butoxycarbonyl)amino)-3-cyano-5,7-difluorobenzo[d]thiophen-4-yl)-6-chloro-8-fluoro-2-(methylthio)quinazolin-4-yl)-3,8-diazabicyclo[3.2.1]octane-8-carboxylate C(C)(C)(C)OC(=O)NC=1SC2=C(C1C#N)C(=C(C=C2F)F)C2=C(C=C1C(=NC(=NC1=C2F)SC)N2CC1CCC(C2)N1C(=O)OC(C)(C)C)Cl